1-(4-(3-(2,2-difluoroethyl)-2-(2-methylimidazo[1,2-a]pyridin-6-yl)-1H-indol-5-yl)piperidin-1-yl)-3-hydroxy-3-methylbutan-1-one FC(CC1=C(NC2=CC=C(C=C12)C1CCN(CC1)C(CC(C)(C)O)=O)C=1C=CC=2N(C1)C=C(N2)C)F